BrC=1C(=NC=CC1)SC=1N=NC=CC1C(NO)=N 3-[(3-bromopyridin-2-yl)sulfanyl]-N-hydroxypyridazine-4-carboximidamide